C(C)(C)(C)OC(=O)N1C[C@H](NCC1)C (R)-4-N-tert-butoxycarbonyl-2-methylpiperazine